Cl.CO[C@@H]1CNCCC1 (S)-3-methoxypiperidine hydrochloride